BrC1=NC(=C(C(=C1NC(OC(C)(C)C)=O)C)Cl)C tert-Butyl N-(2-bromo-5-chloro-4,6-dimethyl-3-pyridyl)carbamate